3-(3-(2-hydroxyethyl)-7-oxo-3,4,7,9-tetrahydropyrano[2,3-e]isoindol-8(2H)-yl)piperidine-2,6-dione OCCC1CC=2C(=C3CN(C(C3=CC2)=O)C2C(NC(CC2)=O)=O)OC1